FC1=CC=C(C=C1)C=1N=CN(C1)CC(=O)N1CCN(CC1)C(=O)OC(C)(C)C tert-butyl 4-{2-[4-(4-fluorophenyl)-1H-imidazol-1-yl]acetyl}piperazine-1-carboxylate